[N+](=O)([O-])C=1C=CC(=C(C1)S(=O)(=O)N)C=1C=NN(C1)C1COC1 5-nitro-2-[1-(oxetan-3-yl)-1H-Pyrazol-4-yl]Benzenesulfonamide